CC1=CC=C(C=C1)S(=O)(=O)O.CC1=CC=C(C=C1)S(=O)(=O)O.CC1=CC=C(C=C1)S(=O)(=O)O.CC1=CC=C(C=C1)S(=O)(=O)O.CN1CC=C(C=C1)C=1C2=CC=C(N2)C(=C2C=CC(C(=C3C=CC(=C(C=4C=CC1N4)C4=CCN(C=C4)C)N3)C3=CCN(C=C3)C)=N2)C2=CCN(C=C2)C 5,10,15,20-tetra(1-methyl-4-pyridyl)porphyrin tetra(p-toluenesulfonate)